[(1r,4r)-4-[5-(aminomethyl)-6-methoxyindazol-2-yl]cyclohexyl]methanol NCC1=CC2=CN(N=C2C=C1OC)C1CCC(CC1)CO